C(\C=C\C1=CC(OC)=C(O)C(OC)=C1)(=O)O[C@H]1[C@@H](O[C@@H]([C@H]([C@@H]1O)O)CO)O[C@H]1[C@@H](O[C@@H]([C@H]([C@@H]1O)O)CO)OC=1C=2C(=C(C(=[O+]C2C=C(C1)O)C1=CC(O)=C(O)C=C1)O)[C@H]1[C@H](O)[C@@H](O)[C@H](O)[C@H](O1)CO 2-O-(2-O-(E)-sinapoyl-β-D-glucopyranosyl)-(β-D-glucopyranosyl)-5-O-β-D-glucopyranosylcyanidin